OC1=C(C(=C(C=C1C(C)(C)C)C(C)(C)C)C)CC1=C(C(=CC(=C1C)C(C)(C)C)C(C)(C)C)O bis(2-hydroxy-3,5-di-tert-butyl-6-methylphenyl)methane